6-(4-((2R,3S)-4-acryloyl-2-methylmorpholin-3-yl)-6-chloropyridin-2-yl)-N-methylpyrimidine-4-carboxamide C(C=C)(=O)N1[C@H]([C@H](OCC1)C)C1=CC(=NC(=C1)Cl)C1=CC(=NC=N1)C(=O)NC